Tert-butyl (R)-3-((R)-3-(3-allylphenyl)-1-(tert-butoxy)-1-oxopropan-2-yl)pyrrolidine-1-carboxylate C(C=C)C=1C=C(C=CC1)C[C@@H](C(=O)OC(C)(C)C)[C@@H]1CN(CC1)C(=O)OC(C)(C)C